3-fluoro-5-formyl-4-hydroxy-N-(4-(4-(pyrrolidin-1-yl)piperidin-1-yl)phenyl)benzamide tetraethyl-N,N'-(hexane-1,6-diyl)bisaspartate C(C)OC([C@@H](NCCCCCCN[C@@H](CC(=O)OCC)C(=O)OCC)CC(=O)OCC)=O.FC=1C=C(C(=O)NC2=CC=C(C=C2)N2CCC(CC2)N2CCCC2)C=C(C1O)C=O